2-[3,5-diethoxy-4-(methylsulfanyl)phenyl]-2-methyl-1,3-dioxolane C(C)OC=1C=C(C=C(C1SC)OCC)C1(OCCO1)C